CC1=CC[C@@H](CC1)C(=C)C (R)-1-methyl-4-(1-methylethenyl)cyclohexene